PENTAN-1,5-DIAMIN C(CCCCN)N